C1(CC1)C=1C(NC=2C=C(C=NC2C1)CN1CCN(CC1)C1=NC=C(C=N1)C#N)=O 2-(4-((7-Cyclopropyl-6-oxo-5,6-dihydro-1,5-naphthyridin-3-yl)methyl)piperazin-1-yl)pyrimidine-5-carbonitrile